3-((3-(5-chloro-3-(difluoromethyl)-1-ethyl-1H-pyrazol-4-yl)allyl)thio)-5,5-dimethyl-4,5-dihydroisoxazole ClC1=C(C(=NN1CC)C(F)F)C=CCSC1=NOC(C1)(C)C